ClC1=CC=C(CCC2=NOC(=N2)CN2N=CC(=C(C2=O)C)C2COCC2)C=C1 2-((3-(4-chlorophenethyl)-1,2,4-oxadiazol-5-yl)methyl)-4-methyl-5-(tetrahydrofuran-3-yl)pyridazin-3(2H)-one